(4-methoxyphenyl)-7-chloropyrazolo[1,5-a]pyrimidine COC1=CC=C(C=C1)C1=NN2C(N=CC=C2Cl)=C1